ClC=1C=C(C=CC1Cl)NC(=O)[C@@H]1[C@@H]2C[C@@H]([C@H]([C@H]1C1=CC(=NC=C1)C)O2)O (1S,2S,3R,4S,5S)-N-(3,4-dichlorophenyl)-5-hydroxy-3-(2-methylpyridin-4-yl)-7-oxabicyclo[2.2.1]Heptane-2-carboxamide